1-(2-butyloctyl) 8-(2-((4-(dimethylamino) butanoyl) oxy)-3-(((9e,12e)-octadeca-9,12-dienoyl) oxy) propyl) suberate C(CCCCCCC(=O)OCC(COC(CCCCCCC\C=C\C\C=C\CCCCC)=O)OC(CCCN(C)C)=O)(=O)OCC(CCCCCC)CCCC